C1(CCCCC1)[C@@H]1C(N2CCCC[C@H]2C(O[C@@H](C=2C=CC=C(OCCOCC(C(C1)O)O)C2)CCC2=CC(=C(C=C2)OC)OC)=O)=O (2R,5S,12R)-12-cyclohexyl-2-[2-(3,4-dimethoxyphenyl)ethyl]-14,15-dihydroxy-3,17,20-trioxa-10-azatricyclo[19.3.1.05,10]pentacosa-1(25),21,23-triene-4,11-dione